N(=[N+]=[N-])C1CCC(CN(C1)CC1=CC=CC=C1)(F)F 6-azido-1-benzyl-3,3-difluoro-azepane